C(C)S(=O)(=O)C1=CC=C(C=C1)[C@H]1N(SOC1)C(=O)OC(C)(C)C tert-butyl (4R)-4-(4-(ethylsulfonyl) phenyl)-1,2,3-oxathiazolidine-3-carboxylate